CC1=CC=CC=2N1N=C(C2)[C@@H]2N(CCC1=C2N=CN1)C(=O)C=1OC(=NN1)C1=NC=CN=C1 (R)-(4-(7-methylpyrazolo[1,5-a]pyridin-2-yl)-6,7-dihydro-1H-imidazo[4,5-c]pyridin-5(4H)-yl)(5-(pyrazin-2-yl)-1,3,4-oxadiazol-2-yl)methanone